NC1=NN=C(C2=CC(=CC=C12)C=1C=CC(=C(C1)B(O)O)CC(=O)OCC)C [5-(1-amino-4-methylphthalazin-6-yl)-2-(2-ethoxy-2-oxoethyl)phenyl]boronic acid